[Si](C)(C)(C(C)(C)C)OC1=CC=C2C(=CN(C2=C1)C(=O)OC(C)(C)C)I tert-butyl 6-((tert-butyldimethylsilyl)oxy)-3-iodo-1H-indole-1-carboxylate